benzyl (2S,6S)-6-((tert-butoxycarbonyl)amino)-2-methyl-3-oxoazepane-1-carboxylate C(C)(C)(C)OC(=O)N[C@H]1CCC([C@@H](N(C1)C(=O)OCC1=CC=CC=C1)C)=O